Cl.NC1CCC(CC1)CN1C(\C(\C2=CC(=C(C=C12)C(=O)NC([2H])([2H])[2H])F)=C/C=1NC(=CC1C)C)=O (Z)-1-(((1r,4r)-4-aminocyclohexyl)methyl)-3-((3,5-dimethyl-1H-pyrrol-2-yl)methylene)-5-fluoro-N-(methyl-d3)-2-oxoindoline-6-carboxamide hydrochloride